ClC=1C=C(C(=NC1)F)C1(CC(S(CC1)(=O)=O)(C)C)F 4-(5-chloro-2-fluoropyridin-3-yl)-4-fluoro-2,2-dimethyl-1λ6-thiane-1,1-dione